C(C1=CC=CC=C1)N1CC2(CC1)CCC(CC2)N[C@H](CCCCNS(=O)(=O)C)C(=O)N2[C@@H](CN(CC2)C(=O)OC2=CC=C(C1=CC=CC=C21)CN)C(NCC=2SC=CC2)=O 4-(aminomethyl)naphthalen-1-yl (3S)-4-[N2-(2-benzyl-2-azaspiro[4.5]dec-8-yl)-N6-(methylsulfonyl)-D-lysyl]-3-[(thiophen-2-ylmethyl)carbamoyl]piperazine-1-carboxylate